CN1N=CC(=C1)N1C(C=C(C=C1)B(O)O)=O (1-(1-methyl-1H-pyrazol-4-yl)-2-oxo-1,2-dihydropyridin-4-yl)boronic acid